O=C1NC(CCC1N1C(C2=CC=C(C=C2C1=O)OCC(=O)OC(C)(C)C)=O)=O tert-butyl 2-((2-(2,6-dioxopiperidin-3-yl)-1,3-dioxoisoindolin-5-yl)oxy)acetate